(S)-3-((4-(7-nitro-1H-indol-3-yl)-5-(trifluoromethyl)pyrimidin-2-yl)amino)piperidine [N+](=O)([O-])C=1C=CC=C2C(=CNC12)C1=NC(=NC=C1C(F)(F)F)N[C@@H]1CNCCC1